C1(=C(C=CC=C1)C1N(CCC2=C1C=CS2)CC(=O)N2CCN(CCC2)C(C=C)=O)C 1-(4-(2-(4-(o-tolyl)-6,7-dihydrothieno[3,2-c]pyridin-5(4H)-yl)acetyl)-1,4-diazepan-1-yl)prop-2-en-1-one